L-XYLONIC ACID O=C([C@@H](O)[C@H](O)[C@@H](O)CO)O